4-(4-{[4-(2-Aminoethyl)-2-(trifluoromethyl)phenyl]methoxy}-3-methoxyphenyl)-2H,4H,5H,6H,7H-pyrazolo[3,4-b]pyridin-6-one NCCC1=CC(=C(C=C1)COC1=C(C=C(C=C1)C1C=2C(NC(C1)=O)=NNC2)OC)C(F)(F)F